C(=O)(O)C1(COC(OC1)(C(=O)O)C(CC(=O)O)(C)C)CC 5-carboxy-5-ethyl-2-(1,1-dimethyl-2-carboxyethyl)-1,3-dioxanic acid